1,3-Dimethyl-2-phenyl-1,3,2-diazaphospholidin-2-oxid CN1P(N(CC1)C)(C1=CC=CC=C1)=O